1-(2-(dimethylamino)ethoxy)-N-phenyl-9H-carbazole-2-carboxamide CN(CCOC1=C(C=CC=2C3=CC=CC=C3NC12)C(=O)NC1=CC=CC=C1)C